6-cyclopropaneamido-4-{[3-methoxy-4-(5-methyl-1,2,4-oxadiazol-3-yl)pyridin-2-yl]amino}-N-(2H3)methylpyridine-3-carboxamide C1(CC1)C(=O)NC1=CC(=C(C=N1)C(=O)NC([2H])([2H])[2H])NC1=NC=CC(=C1OC)C1=NOC(=N1)C